Cl.C[C@@H]1N(C2=CC=CC=C2[C@@H](C1)NC1=CC=C(C=C1)C(=O)C1=CN=C2N1CCNC2)C(CC)=O 1-((2S,4R)-2-methyl-4-((4-(5,6,7,8-tetrahydroimidazo[1,2-a]pyrazine-3-carbonyl)phenyl)amino)-3,4-dihydroquinolin-1(2H)-yl)propane-1-one hydrochloride